2,4-diphenylphenol C1(=CC=CC=C1)C1=C(C=CC(=C1)C1=CC=CC=C1)O